N-[3-fluoro-5-(1,1,2,2,3,3,3-heptafluoropropyl)pyridin-2-yl]-2-{[1-(1-hydroxy-2-methylpropan-2-yl)-1H-1,2,3,4-tetrazol-5-yl]sulfanyl}-5-nitrobenzamide FC=1C(=NC=C(C1)C(C(C(F)(F)F)(F)F)(F)F)NC(C1=C(C=CC(=C1)[N+](=O)[O-])SC1=NN=NN1C(CO)(C)C)=O